N-((4-(3-((tert-Butyldimethylsilyl)oxy)propoxy)-2-isopropylpyridin-3-yl)carbamoyl)-2,6-dichloro-5-fluoronicotinamide [Si](C)(C)(C(C)(C)C)OCCCOC1=C(C(=NC=C1)C(C)C)NC(=O)NC(C1=C(N=C(C(=C1)F)Cl)Cl)=O